N-[5-[(3,5-difluorophenyl)methyl]-1H-indazol-3-yl]-2-[2-[2-[[7-[4-[4-[(2,6-dioxo-3-piperidyl)amino]phenyl]piperazin-1-yl]-7-oxo-heptanoyl]amino]ethoxy]ethyl]pyrazole-3-carboxamide FC=1C=C(C=C(C1)F)CC=1C=C2C(=NNC2=CC1)NC(=O)C=1N(N=CC1)CCOCCNC(CCCCCC(=O)N1CCN(CC1)C1=CC=C(C=C1)NC1C(NC(CC1)=O)=O)=O